CC(C)(C)C1C(CCC(C1)C)O 2-(1,1-dimethylethyl)-4-methylcyclohexanol